methacrylyl-Sulfonate C(C(=C)C)(=O)S(=O)(=O)[O-]